2-(cyclobutyl-methyl)({6-[(1-{imidazo[1,5-a]pyridin-8-yl}-1H-1,2,3-triazol-4-yl)methyl]-1H-indol-2-yl}methyl)amine C1(CCC1)CC1(NC2=CC(=CC=C2C1)CC=1N=NN(C1)C=1C=2N(C=CC1)C=NC2)CN